CSC1CCC(CC1)NC(OC(C)(C)C)=O Tert-butyl N-(4-methylsulfanylcyclohexyl)carbamate